BrC=1C=NN(C1)C(CC(F)F)C1=CC=C(C=C1)F 4-bromo-1-(3,3-difluoro-1-(4-fluorophenyl)propyl)-1H-pyrazole